COC1=CC(=NC2=CC=CC=C12)C(=O)NCC=1C=C(C=CC1)/C=C/C(=O)OC Methyl (E)-3-(3-((4-methoxyquinoline-2-carboxamido)methyl)phenyl)acrylate